COC1=CC=C(/C=C/S(=O)(=O)F)C=C1 (E)-4-methoxystyrylsulfonyl fluoride